S1N=CC2=C1C=CC=C2C2CN(CCN2)C(CC)N2N=C1C(=N2)C=CC=C1 1-(3-(4-benzisothiazolyl)piperazin-1-yl)propyl-2H-benzotriazole